CC=1C(=C(CN(CC2=C(C(=CC(=C2)C)C)O)CC2=C(C(=CC(=C2)C)C)O)C=C(C1)C)O tris(3,5-dimethyl-2-hydroxybenzyl)amine